3-cyclopropyl-4-(3-methyl-4-(methylsulfonyl)phenyl)-1H-pyrazolo[3,4-c]pyridine-5-carboxylic acid C1(CC1)C1=NNC2=CN=C(C(=C21)C2=CC(=C(C=C2)S(=O)(=O)C)C)C(=O)O